(5s,7s)-2-(5-bromopyridin-2-yl)-2-azaadamantan-5-ol BrC=1C=CC(=NC1)N1C2CC3CC(CC1C3)(C2)O